N-(5-(5-acetamido-1H-pyrazol-1-yl)-1,3,4-thiadiazol-2-yl)-4-bromo-3-methoxy-2-oxo-2H-pyran-6-carboxamide C(C)(=O)NC1=CC=NN1C1=NN=C(S1)NC(=O)C1=CC(=C(C(O1)=O)OC)Br